(R or S)-2-(4-fluoro-5-(2-(((R)-((R)-7-fluoro-1,2,3,4-tetrahydropyrido[2,3-b]pyrazin-3-yl)(phenyl)methyl)amino)ethyl)-2-methylphenyl)propanoic acid FC1=CC(=C(C=C1CCN[C@H](C1=CC=CC=C1)[C@H]1CNC2=C(N1)N=CC(=C2)F)[C@H](C(=O)O)C)C |o1:28|